methyl 2-(hydroxymethyl)-5,6,7,8-tetrahydro-[1,2,4]triazolo[1,5-a]pyridine-7-carboxylate OCC1=NN2C(CC(CC2)C(=O)OC)=N1